tert-butyl (2-(6-cyano-1-(naphthalen-1-ylmethyl)-1H-indol-2-yl)-4,5,6,7-tetrahydrobenzo[d]thiazol-5-yl)carbamate C(#N)C1=CC=C2C=C(N(C2=C1)CC1=CC=CC2=CC=CC=C12)C=1SC2=C(N1)CC(CC2)NC(OC(C)(C)C)=O